anthracenate C1(=CC=CC2=CC3=CC=CC=C3C=C12)C(=O)[O-]